FC(C1=NN=C(O1)C1=C(C=C(CN2N=NC(=C2)C=2C=C3C=NC(=NC3=CC2)NCC)C=C1)F)F 6-(1-(4-(5-(difluoromethyl)-1,3,4-oxadiazol-2-yl)-3-fluorobenzyl)-1H-1,2,3-triazol-4-yl)-N-ethylquinazolin-2-amine